4-(1-hydroxy-1-methylhexyl)styrene OC(CCCCC)(C)C1=CC=C(C=C)C=C1